1-(methylthio) ethylene aminomethylcarbamate NCNC(O)=O.CSC=C